C(CCC)[Sn](C#CC)(CCCC)CCCC tributyl-(prop-1-yn-1-yl)stannane